N-hydroxy-4-(3-(4-((((1R-2S)-2-(1,3,3-trimethyl-2-oxoindolin-5-yl)cyclopropyl)amino)methyl)piperidin-1-yl)propyl)benzamide ONC(C1=CC=C(C=C1)CCCN1CCC(CC1)CN[C@H]1[C@@H](C1)C=1C=C2C(C(N(C2=CC1)C)=O)(C)C)=O